C1(=CC=CC=C1)S(=O)(=O)C1=CC=C(C=C1)NC(C1=CC(=CC=C1)B1OC(C(O1)(C)C)(C)C)=O N-(4-(phenylsulfonyl)phenyl)-3-(4,4,5,5-tetramethyl-1,3,2-dioxaborolan-2-yl)benzamide